BrC1=CC(=C(C=C1)CNC(C1=C(C=CC(=C1)C)OC)=O)F N-[(4-bromo-2-fluoro-phenyl)methyl]-2-methoxy-5-methyl-benzamide